N1(CCC1)S(=O)(=O)NC([C@@H](COC)P(=O)(OCC)OCC)=O (R)-1-(azetidine-1-sulfonamido)-2-(diethoxyphosphoryl)-3-methoxy-1-oxopropan